COC1=CC=C(CN2C(=NC3=NC=C(C=C32)C=3C(=NOC3C)C)C)C=C1 4-(1-(4-methoxybenzyl)-2-methyl-1H-imidazo[4,5-b]pyridin-6-yl)-3,5-dimethylisoxazole